4-(Difluoromethyl)benzoic acid FC(C1=CC=C(C(=O)O)C=C1)F